[Na].[Na].[In] Indium Disodium